S(=O)(=O)=C1C(C(=O)OC)C=CC=C1Cl methyl ortho-sulfonylchlorobenzoate